C(C)OC(C(C)(C)CCOC1=C(C=C(C=C1)SCN1N=CN(C1=O)C1=CC=C(C=C1)Br)C)=O 2-(4-(((4-(4-bromophenyl)-5-oxo-4,5-dihydro-1H-1,2,4-triazol-1-yl)methyl)thio)-2-methylphenoxy)ethyl-2-methylpropanoic acid ethyl ester